OC(COC1=CC(=NC(=C1)S(=O)(=O)C)NC1=CC(=NC=C1C1=NN(C=C1)C)NC(C)=O)(C)C N-(4-((4-(2-hydroxy-2-methylpropoxy)-6-(methylsulfonyl)pyridin-2-yl)amino)-5-(1-methyl-1H-pyrazol-3-yl)pyridin-2-yl)acetamide